CC12CN(CC2C1C(=O)OCCC1=CC=CC=C1)C1=NC=C(C=C1)N1N=C(C2=CC=CC(=C12)C#C[Si](C)(C)C)C=1C2=CN(N=C2C=CC1)C β-phenyl-ethanol methyl-3-(5-{2'-methyl-7-[2-(trimethylsilyl)ethynyl]-1H,2'H-[3,4'-biindazol]-1-yl}-pyridin-2-yl)-3-azabicyclo[3.1.0]hexane-6-carboxylate